NC1=C(C(=O)O)C(=CC=N1)OC(F)(F)F 2-amino-4-(trifluoromethoxy)nicotinic acid